CN1C(=NN=C1)C(C1CC(C1)=CC#N)C1=CC(=CC=C1)N1C(C2=CC(=CC(=C2C1)C(F)(F)F)CNC1(CCC1)C)=O 2-(3-((4-methyl-4H-1,2,4-triazol-3-yl)(3-(6-(((1-methylcyclobutyl)amino)methyl)-1-oxo-4-(trifluoromethyl)isoindolin-2-yl)phenyl)methyl)cyclobutylidene)acetonitrile